1-(5-(6,7-dihydro-5H-pyrrolo[1,2-a]imidazol-2-yl)-6-((4-(trifluoromethyl)phenyl)amino)-3,4-dihydroisoquinolin-2(1H)-yl)prop-2-en-1-one N1=C2N(C=C1C1=C3CCN(CC3=CC=C1NC1=CC=C(C=C1)C(F)(F)F)C(C=C)=O)CCC2